1-octadecyl-pyridinium bromide [Br-].C(CCCCCCCCCCCCCCCCC)[N+]1=CC=CC=C1